[Cl-].CO[NH3+] O-methyl-hydroxylammonium chloride